C(C1=CC=CC=C1)N1CC2=CN(C=3N=CC=CC3C2=CC1)CC1=CC=CC=C1 3,6-dibenzyl-2,3,4,6-tetrahydropyrido[3,4-c][1,8]naphthyridine